N-(4-(((2R,5S)-3-(4-Cyano-3-(trifluoromethyl)phenyl)-2-(trifluoromethyl)oxazolidin-5-yl)methoxy)phenyl)-2-hydroxyacetamid C(#N)C1=C(C=C(C=C1)N1[C@H](O[C@@H](C1)COC1=CC=C(C=C1)NC(CO)=O)C(F)(F)F)C(F)(F)F